FC1=C(C=C(C=C1)CC1=NNC(C2=CC=CC=C12)=O)C1=CC2=C(NC(=N2)NC(OC)=O)C=C1 methyl (5-(2-fluoro-5-((4-oxo-3,4-dihydrophthalazin-1-yl)methyl)phenyl)-1H-benzimidazol-2-yl)carbamate